2-((2s,3s)-3-(2-chlorobenzyl)-1,4-dioxaspiro[4.4]non-2-yl)ethanol ClC1=C(C[C@H]2[C@@H](OC3(O2)CCCC3)CCO)C=CC=C1